C(#N)C=1C=NN2C1C(=NC(=C2)C=2C=NN(C2)C)C=2C=CC(=NC2)N2C[C@@H](CCC2)CNC(OC(C)(C)C)=O tert-butyl (S)-((1-(5-(3-cyano-6-(1-methyl-1H-pyrazol-4-yl)pyrazolo[1,5-a]pyrazin-4-yl)pyridin-2-yl)piperidin-3-yl)methyl)carbamate